2,5-dimethyl-2,5-bis-t-butylperoxyhexane CC(C)(CCC(C)(OOC(C)(C)C)C)OOC(C)(C)C